(S)-1-(6-methoxypyridin-3-yl)-N-methylethane-1-amine COC1=CC=C(C=N1)[C@H](C)NC